(6aR,8S)-5-(4-(trifluoromethyl)phenyl)-5,6,6a,7,8,9-hexahydropyrido[3,2-e]pyrrolo[1,2-a]pyrazin-8-yl-1H-imidazole-1-carboxylate FC(C1=CC=C(C=C1)N1C[C@@H]2N(C3=C1C=CC=N3)C[C@H](C2)OC(=O)N2C=NC=C2)(F)F